NC1=C(NC=C1C(=O)OCC)C(=O)OCC diethyl 3-amino-1H-pyrrole-2,4-dicarboxylate